C(C)(C)(C)OC(C(C)(C)OC1=CC(=CC=C1)N1C[C@H](CCC1)C(N(CC1=CC=C(C=C1)C(C)C)C1CC1)=O)=O.C1(CC1)C(=C)C1=C(N)C(=CC(=C1)F)C1=CC(=NC=C1)OC 2-(1-cyclopropylvinyl)-4-fluoro-6-(2-methoxypyridin-4-yl)aniline tert-butyl-(S)-2-(3-(3-(cyclopropyl(4-isopropylbenzyl)carbamoyl)piperidin-1-yl)phenoxy)-2-methylpropanoate